ClC=1C=CC(=C(C1)O)C=1N=NC(=C2C1N(N=C2)C)N[C@H]2CN(CCC2)CC 5-Chloro-2-[1-methyl-4-[[(3R)-1-ethyl-3-piperidyl]amino]pyrazolo[3,4-d]pyridazin-7-yl]phenol